ClC=1C(C2=C(NC(=N2)C2=CC=CC=C2)C(C1Cl)=O)=O 5,6-dichloro-2-phenyl-1H-benzo[d]imidazole-4,7-dione